N-methyl-2-(trifluoromethyl)pyridin-4-amine CNC1=CC(=NC=C1)C(F)(F)F